COC=1C=C(\C=N\N(C(=O)C2=NC(=CN=C2)C2=CC=C(C=C2)OC)C)C=C(C1)OC (E)-N'-(3,5-dimethoxybenzylidene)-6-(4-methoxyphenyl)-N-methylpyrazine-2-carbohydrazide